5-(1-(cyclohexylmethyl)piperidin-3-yl)-2-(4-methoxyphenyl)-2,4-dihydro-3H-1,2,4-triazol-3-one C1(CCCCC1)CN1CC(CCC1)C=1NC(N(N1)C1=CC=C(C=C1)OC)=O